FC=1C(=NC(=NC1)C1=CCC(CC1)CC1=NC2=C(N1CCOC)C=C(C=C2)C(=O)OC)O methyl 2-((4-(5-fluoro-4-hydroxypyrimidin-2-yl) cyclohex-3-en-1-yl) methyl)-1-(2-methoxyethyl)-1H-benzo[d]imidazole-6-carboxylate